C(C)(C)(C)OC(=O)N[C@@H](C(=O)O)C(CC)C (2R)-2-((tert-butoxycarbonyl)amino)-3-methylpentanoic acid